OC1(CCC1)C#CC1=CC2=C(OC[C@@H](C(N2C)=O)NC(C2=NC=CC(=C2)OC=2C(=NC=CC2)C)=O)C=C1 (S)-N-(7-((1-hydroxycyclobutyl)ethynyl)-5-methyl-4-oxo-2,3,4,5-tetrahydrobenzo[b][1,4]oxazepin-3-yl)-4-((2-methylpyridin-3-yl)oxy)picolinamide